3-(4-((7-(4-(4-amino-3-(4-phenoxyphenyl)-1H-pyrazolo[3,4-d]pyrimidin-1-yl)piperidin-1-yl)-7-oxoheptyl)thio)-1-oxoisoindoline-2-yl)piperidine-2,6-dione NC1=C2C(=NC=N1)N(N=C2C2=CC=C(C=C2)OC2=CC=CC=C2)C2CCN(CC2)C(CCCCCCSC2=C1CN(C(C1=CC=C2)=O)C2C(NC(CC2)=O)=O)=O